gadolinium gondoate C(CCCCCCCCC\C=C/CCCCCCCC)(=O)[O-].[Gd+3].C(CCCCCCCCC\C=C/CCCCCCCC)(=O)[O-].C(CCCCCCCCC\C=C/CCCCCCCC)(=O)[O-]